CC1=NC(C=C1)=O methyl-5-Oxopyrrol